ethyl 6'-(bis(4-methoxybenzyl)amino)-6-chloro-3-fluoro-4'-methyl-4-(3-(2,2,2-trichloroacetyl)ureido)-3'-(trifluoromethyl)-2,2'-bipyridine-5-carboxylate COC1=CC=C(CN(C2=CC(=C(C(=N2)C2=NC(=C(C(=C2F)NC(=O)NC(C(Cl)(Cl)Cl)=O)C(=O)OCC)Cl)C(F)(F)F)C)CC2=CC=C(C=C2)OC)C=C1